bis(2,4-di-t-butylphenyl)propionic acid C(C)(C)(C)C1=C(C=CC(=C1)C(C)(C)C)C(C(=O)O)(C)C1=C(C=C(C=C1)C(C)(C)C)C(C)(C)C